ClCC(=O)N1C(C2=CC=CC=C2C[C@@H]1C)C1=CC=C(C=C1)N1CCOCC1 2-chloro-1-((3S)-3-methyl-1-(4-morpholinophenyl)-3,4-dihydroisoquinolin-2(1H)-yl)ethan-1-one